C(C)(C)(C)OC(=O)N1[C@@H](C[C@@](CC1)(C(=O)OC(C)(C)C)CC1=NC(=CC(=C1F)C(C)(C)O)Cl)C di-tert-butyl-(2R,4R)-4-((6-chloro-3-fluoro-4-(2-hydroxypropan-2-yl) pyridin-2-yl) methyl)-2-methylpiperidine-1,4-dicarboxylate